2-((6aS,8R)-8-((5-(chloromethyl)pyrazin-2-yl)oxy)-6a-(difluoromethyl)-5,6,6a,7,8,9-hexahydropyrrolo[1',2':4,5]pyrazino[2,3-c]pyridazin-2-yl)-6-fluorophenol ClCC=1N=CC(=NC1)O[C@@H]1C[C@@]2(N(C=3C(=NN=C(C3)C3=C(C(=CC=C3)F)O)NC2)C1)C(F)F